ethyl (Z)-5-((tert-butoxycarbonyl)(methyl)-amino)-3-(((trifluoromethyl)sulfonyl)oxy)pent-2-enoate C(C)(C)(C)OC(=O)N(CC/C(=C/C(=O)OCC)/OS(=O)(=O)C(F)(F)F)C